COC1=C(C=CC=C1)[C@H](CN1ON(OC2=C1SC(=C2C)C=2OC=CN2)CC2CC(C2)C(=O)N)OC2CCOCC2 (R)-3-((1-(2-(2-methoxyphenyl)-2-((tetrahydro-2H-pyran-4-yl)oxy)ethyl)-5-methyl-6-(oxazol-2-yl)-2,4-dioxa-1,4-dihydrothieno[2,3-d]pyrimidine-3(2H)-yl)methyl)cyclobutane-1-carboxamide